3-((7-chloro-6-(3-hydroxynaphthalen-1-yl)-2,3-dioxo-3,4-dihydroquinoxalin-1(2H)-yl)methyl)azetidine-1-carboxylic acid tert-butyl ester C(C)(C)(C)OC(=O)N1CC(C1)CN1C(C(NC2=CC(=C(C=C12)Cl)C1=CC(=CC2=CC=CC=C12)O)=O)=O